[Br-].BrCC1=C(CC2=C(C=CC=C2)P(C2=CC=CC=C2)C2=CC=CC=C2)C=CC=C1 2-bromomethylbenzyl-triphenylphosphine bromide